C(#N)C1=C(C(=C(C(=O)OC)C=C1F)F)OC methyl 4-cyano-2,5-difluoro-3-methoxybenzoate